2-((6-chloropyridine-3-yl)sulfonyl)-2,6,8-triazadispiro[3.0.45.34]dodecane ClC1=CC=C(C=N1)S(=O)(=O)N1CC2(C1)C1(NCNC1)CCC2